3-methyl-[1,2,4]triazolo[4,3-a]pyridine-6-carbaldehyde CC1=NN=C2N1C=C(C=C2)C=O